4-(4-(2,6-Difluoropyridin-3-yl)phenyl)-N-(4-hydroxyphenyl)butanamide FC1=NC(=CC=C1C1=CC=C(C=C1)CCCC(=O)NC1=CC=C(C=C1)O)F